COC1=CC=C(CN(C2=NC(=NC3=C2NC(N(C3)CC3=C(C=CC=C3)CN3CCCC3)=O)OCCCC)CC3=CC=C(C=C3)OC)C=C1 8-(bis(4-methoxybenzyl)amino)-6-butoxy-3-(2-(pyrrolidin-1-ylmethyl)benzyl)-3,4-dihydropyrimido[5,4-d]Pyrimidin-2(1H)-one